(1-(2-azabicyclo[2.2.1]heptan-5-yl)-1H-pyrazol-4-yl)-8-chloro-7-((2-methyl-1H-benzo[d]imidazol-6-yl)oxy)quinoxaline C12NCC(C(C1)N1N=CC(=C1)C1=NC3=C(C(=CC=C3N=C1)OC=1C=CC3=C(NC(=N3)C)C1)Cl)C2